NC(C(=O)N=[S@@](=O)(C)C=1C=C(C=CC1)NC(=O)C1=C(N=NC(=C1C)C(F)(F)F)N1CCC(CCC1)(F)F)(C)C (R)-N-(3-(N-(2-amino-2-methylpropanoyl)-S-methylsulfonimidoyl)phenyl)-3-(4,4-difluoroazepan-1-yl)-5-methyl-6-(trifluoromethyl)pyridazine-4-carboxamide